3-amino-5-(4-fluorophenyl)-N-[[3-(2-hydroxyethoxy)pyridin-2-yl]methyl]-6-(1-methyl-1H-1,3-benzodiazol-6-yl)pyrazine-2-carboxamide NC=1C(=NC(=C(N1)C1=CC=C(C=C1)F)C=1C=CC2=C(N(C=N2)C)C1)C(=O)NCC1=NC=CC=C1OCCO